(1-(tetrahydro-2H-pyran-2-yl)-1H-pyrazol-4-yl)imidazo[1,2-a]pyrimidine-7-carboxylic acid methyl ester COC(=O)C1=NC=2N(C=C1)C=C(N2)C=2C=NN(C2)C2OCCCC2